C(OC=1C=CC=2C=CC3=CC=CC=C3C2C1)([O-])=O phenanthren-3-yl carbonate